CC[Si](C)(OCC)OCC methyl-diethoxydimethyl-silicon